(2S)-5-((4-bromopyridin-2-yl)oxy)-3-fluoropentan-2-amine BrC1=CC(=NC=C1)OCCC([C@H](C)N)F